NC=1N=C(C2=C(N1)C(=CN(C2=O)CC2=CC=C(C=C2)CN2CCCC2)C)NCCCC 2-amino-4-(butylamino)-8-methyl-6-(4-(pyrrolidin-1-ylmethyl)benzyl)pyrido[4,3-d]pyrimidin-5(6H)-one